2-[4-[(5R)-2,6-diazaspiro[4.5]decan-2-yl]-1H-pyrrolo[2,3-b]pyridin-3-yl]-5-methyl-thiazole C1N(CC[C@@]12NCCCC2)C2=C1C(=NC=C2)NC=C1C=1SC(=CN1)C